4-(4-((1R,5S)-3,8-diazabicyclo[3.2.1]octan-3-yl)-8-fluoro-2-((7-methoxy-2,3-dihydro-1H-pyrrolo[2,1-a]isoindol-9b(5H)-yl)methoxy)pyrido[4,3-d]pyrimidin-7-yl)-5-ethynylnaphthalen-2-ol [C@H]12CN(C[C@H](CC1)N2)C=2C1=C(N=C(N2)OCC23N(CC4=CC(=CC=C24)OC)CCC3)C(=C(N=C1)C1=CC(=CC3=CC=CC(=C13)C#C)O)F